C(C)(C)(C)C1N(CC1CN1N=C2C=CC(=CC2=C1)OCC=O)C(=O)OCC1=CC=C(C=C1)N1N=CC(=C1)C (4-(4-methyl-1H-pyrazol-1-yl)phenyl)methanol tert-butyl-3-((5-(2-oxoethoxy)-2H-indazol-2-yl)methyl)azetidine-1-carboxylate